5-cyano-benzothiophene C(#N)C=1C=CC2=C(C=CS2)C1